OC1(CCC(CC1)C(=O)NC1CCN(C2(CC2)C1)C(=O)OC(C)(C)C)C(F)(F)F Tert-butyl 7-[4-hydroxy-4-(trifluoromethyl)cyclohexaneamido]-4-azaspiro[2.5]octane-4-carboxylate